FC(C(=O)OC(C(F)(F)F)=O)(F)F tri-fluoro-acetic anhydride